C(=CCCCCCC)C(C)O[SiH](C)C 1-octenyldimethylethoxysilane